ClC=1C(=NC=CN1)C(C)N 1-(3-chloropyrazin-2-yl)ethanamine